O=C1NC(CCC1C1=C2C(NC(C2=CC=C1N1CCC(CC1)=O)=O)=O)=O (2,6-dioxopiperidin-3-yl)-5-(4-oxopiperidin-1-yl)isoindole-1,3-dione